C1C(NC(=C(C#N)C2=NC(CO2)C3=CC=CC=C3)O1)C4=CC=CC=C4 (4S)-(+)-phenyl-α-[(4S)-phenyloxazolidin-2-ylidene]-2-oxazoline-2-acetonitrile